(S)-ethyl-2-(2-chloro-3-((3,4-dimethyl-2-oxo-7-((2,4,6-trifluorobenzyl)carbamoyl)-3,4-dihydroquinazolin-1(2H)-yl)methyl)-4-fluorophenoxy)-acetate C(C)OC(COC1=C(C(=C(C=C1)F)CN1C(N([C@H](C2=CC=C(C=C12)C(NCC1=C(C=C(C=C1F)F)F)=O)C)C)=O)Cl)=O